8-(5-fluoro-2-(trifluoromethyl)phenyl)-9-(4-((1-(3-fluoropropyl)azetidin-3-ylidene)methyl)phenyl)-6,7-dihydro-5H-benzo[7]annulene-3-carboxylic acid FC=1C=CC(=C(C1)C=1CCCC2=C(C1C1=CC=C(C=C1)C=C1CN(C1)CCCF)C=CC(=C2)C(=O)O)C(F)(F)F